4-(4,4-difluorocyclohexyl)-2-methoxy-1H-imidazole FC1(CCC(CC1)C=1N=C(NC1)OC)F